methyl-cyclopentadienylketone CC(=O)C1C=CC=C1